methyl 1-(2,6-difluorobenzyl)-4-nitro-1H-pyrazole-3-carboxylate FC1=C(CN2N=C(C(=C2)[N+](=O)[O-])C(=O)OC)C(=CC=C1)F